Cl.FC=1C=2N(C=C(C1)NC(=O)N1CCC=3C1=NC=CC3N3C[C@@H](CC3)NC)C=C(N2)C (R)-N-(8-fluoro-2-methylimidazo[1,2-a]pyridin-6-yl)-4-(3-(methylamino)pyrrolidin-1-yl)-2,3-dihydro-1H-pyrrolo[2,3-b]pyridine-1-carboxamide hydrochloride